C1(CCC1)C(=O)N1CCC(CC1)S(=O)(=O)N(C1=CC=CC=C1)CC=1N=C2N(C=CC(=C2)C=2OC(=NN2)C(F)F)C1 1-(cyclobutanecarbonyl)-N-((7-(5-(difluoromethyl)-1,3,4-oxadiazol-2-yl)imidazo[1,2-a]pyridin-2-yl)methyl)-N-phenylpiperidine-4-sulfonamide